2-(4-(2-fluoro-9-hydroxy-9-(trifluoromethyl)-9H-fluoren-4-yl)-1H-pyrazol-1-yl)-N'-(4-fluorophenyl)butanehydrazide FC1=CC=2C(C3=CC=CC=C3C2C(=C1)C=1C=NN(C1)C(C(=O)NNC1=CC=C(C=C1)F)CC)(C(F)(F)F)O